1,1'-bis(dichlorophenyl)ferrocene palladium (II) [Pd+2].ClC=1C(=C(C=CC1)[C-]1C=CC=C1)Cl.[C-]1(C=CC=C1)C1=C(C(=CC=C1)Cl)Cl.[Fe+2]